N-(3-chloro-4-((5-(dimethylamino)pentyl)carbamoyl)phenyl)-5-(2,3-difluoro-4-methoxyphenyl)-1-methyl-1H-imidazole-2-carboxamide ClC=1C=C(C=CC1C(NCCCCCN(C)C)=O)NC(=O)C=1N(C(=CN1)C1=C(C(=C(C=C1)OC)F)F)C